COC1=CC=C(C=C1)C1=NOC(=N1)N1CCC(CC1)C(=O)NCC1CN(CC1)CC(F)(F)F 1-(3-(4-Methoxyphenyl)-1,2,4-oxadiazol-5-yl)-N-((1-(2,2,2-trifluoroethyl)pyrrolidin-3-yl)methyl)piperidine-4-carboxamide